[Ce+3].C(C)(=O)NC1=C(C(=O)[O-])C=CC=C1.C(C)(=O)NC1=C(C(=O)[O-])C=CC=C1.C(C)(=O)NC1=C(C(=O)[O-])C=CC=C1 acetamidobenzoic acid, cerium salt